4-(5-(3,5-dichlorophenyl)-5-(trifluoromethyl)-4,5-dihydroisoxazol-3-yl)-N-((4-methoxyphenyl)sulfinyl)-2-methylbenzamide ClC=1C=C(C=C(C1)Cl)C1(CC(=NO1)C1=CC(=C(C(=O)NS(=O)C2=CC=C(C=C2)OC)C=C1)C)C(F)(F)F